COC1=CC=C(C=N1)N1C2CN(CC1C2)C2=CC=C(C=N2)B(O)O (6-(6-(6-methoxypyridin-3-yl)-3,6-diazabicyclo[3.1.1]heptan-3-yl)pyridin-3-yl)boronic acid